2-((15-(4-(((3R,4R)-1-(2-cyanoacetyl)-4-methylpiperidin-3-yl)(methyl)amino)-7H-pyrrolo[2,3-d]pyrimidin-7-yl)-3,14-dimethyl-15-oxopentadecanoyl)oxy)propane-1,3-diyl dipalmitate C(CCCCCCCCCCCCCCC)(=O)OCC(COC(CCCCCCCCCCCCCCC)=O)OC(CC(CCCCCCCCCCC(C(=O)N1C=CC2=C1N=CN=C2N(C)[C@H]2CN(CC[C@H]2C)C(CC#N)=O)C)C)=O